C(N)(O[C@H](C(=O)N[C@H](CO)C[C@H]1C(NCC1)=O)C(C1CCCCC1)C(C(C)(C)C1=CC(=CC=C1)Cl)C1=CC=C(C=C1)Cl)=O 2-(3-chlorophenyl)-1-(4-chlorophenyl)-2-methylpropyl((S)-3-cyclohexyl-1-(((S)-1-hydroxy-3-((S)-2-oxopyrrolidin-3-yl) propan-2-yl)amino)-1-oxopropan-2-yl) carbamate